BrC=1C(=NC(=NC1)NC1=C(C=C(C(=C1)C)N1CCC(CC1)N1CCN(CC1)C)OC)NC=1C(=CC2=C(OCO2)C1)N(S(=O)(=O)C)C N-(6-((5-bromo-2-((2-methoxy-5-methyl-4-(4-(4-methylpiperazin-1-yl)piperidine-1-yl)phenyl)amino)pyrimidin-4-yl)amino)benzo[d][1,3]dioxol-5-yl)-N-methylmethanesulfonamide